C(C)(C)(C)OC(=O)N1C[C@@H]([C@H](CC1)CC(=O)OCC)F (3r,4r)-4-(2-ethoxy-2-keto-ethyl)-3-fluoro-piperidine-1-carboxylic acid tert-butyl ester